Cl.CC(C[C@@H](CC1=CN=NN1)N)C (S)-4-methyl-1-(1H-1,2,3-triazol-5-yl)pentan-2-amine hydrochloride